5,6alpha-epoxy-cholesterol C[C@H](CCCC(C)C)[C@H]1CC[C@@H]2[C@@]1(CC[C@H]3[C@H]2C[C@H]4[C@@]5([C@@]3(CC[C@@H](C5)O)C)O4)C